NC1=C(C(=NN1C1CC(C1)CN1CCOCC1)C1=CC=C2C=CC(=NC2=C1)C1=CC=CC=C1)C(=O)N 5-amino-1-((1r,3r)-3-(morpholinomethyl)cyclobutyl)-3-(2-phenylquinolin-7-yl)-1H-pyrazole-4-carboxamide